2-AMINO-4-(TRIFLUOROMETHOXY)BENZALDEHYDE NC1=C(C=O)C=CC(=C1)OC(F)(F)F